isopropyl 4-(methyl((3R,4R)-4-methyl-1-(pyrrolidine-1-carbonyl)piperidin-3-yl)amino)-1H-pyrrolo[2,3-b]pyridine-5-carboxylate CN(C1=C2C(=NC=C1C(=O)OC(C)C)NC=C2)[C@H]2CN(CC[C@H]2C)C(=O)N2CCCC2